O1C2=C(OCC1)C(=CC=C2)C(C)N 1-(2,3-Dihydrobenzo[b][1,4]dioxin-5-yl)ethanamine